C(C)(C)(C)OC(NCCCCN)=O 4-aminobutylcarbamic acid tert-butyl ester